isoflavene C1C(=CC2=CC=CC=C2O1)C3=CC=CC=C3